N-(1,2-Dihydro-1-oxo-6-isoquinolinyl)-alpha-(dimethylamino)-3-thiophenacetamide O=C1NC=CC2=CC(=CC=C12)NC(C(C1=CSC=C1)N(C)C)=O